3,4,5-trimethoxy-phenol COC=1C=C(C=C(C1OC)OC)O